F[C@H]1CN(C[C@H]1F)C1=NC=CC(=C1NC(=O)C1CCC(CC1)OC)C1=C(C=CC=C1)F (1r,4R)-N-(2-((3S,4R)-3,4-difluoropyrrolidin-1-yl)-4-(2-fluorophenyl)pyridin-3-yl)-4-methoxycyclohexane-1-carboxamide